C(C)(C)(CC)O tert-amyl alcohol